BrC1=CC=C(C=N1)N1C(N(C2=C1C(=CC=C2)C)CC(=O)O)=O 2-[3-(6-bromo-3-pyridyl)-4-methyl-2-oxo-benzimidazol-1-yl]acetic acid